CC=1C(SSC1C1=NC=CN=C1)=S 4-methyl-5-(pyrazine-2-yl)-3H-1,2-dithiole-3-thione